C(C=C)(=O)NCC=1C=C(C=CC1)C1=C2C(=C(NC2=C(C=C1)C(=O)N)C)C 4-(3-(acrylamidomethyl)phenyl)-2,3-dimethyl-1H-indole-7-carboxamide